(4-chlorobenzoyl)-3-fluoro-5-(1-hydroxy-1-methyl-ethyl)benzoic acid ClC1=CC=C(C(=O)C2=C(C(=O)O)C=C(C=C2F)C(C)(C)O)C=C1